(-)-3-hydroxytetrahydrofuran OC1COCC1